ClBr chlorobromid